N1N=CC(=C1)CCNC1=NC(=NC(=C1C)C)C(=O)N[C@H](C)C1=CC=NC=C1 (R)-4-((2-(1H-pyrazol-4-yl)ethyl)amino)-5,6-dimethyl-N-(1-(pyridin-4-yl)ethyl)pyrimidine-2-carboxamide